8,8'-((2,2-Difluoro-3-Hydroxypropyl)Azanediyl)Bis(N,N-Didecyloctanamide) FC(CN(CCCCCCCC(=O)N(CCCCCCCCCC)CCCCCCCCCC)CCCCCCCC(=O)N(CCCCCCCCCC)CCCCCCCCCC)(CO)F